BrC1=CC(=NC=C1)NC(=O)C1CCN(CC1)C N-(4-bromopyridin-2-yl)-1-methylpiperidine-4-carboxamide